2-(7-chloro-8-fluoroimidazo[1,5-a]pyridin-1-yl)-N-(6-(((6-cyclopropylimidazo[1,2-a]pyridin-2-yl)methyl)amino)pyrimidin-4-yl)-2-hydroxypropanamide ClC1=C(C=2N(C=C1)C=NC2C(C(=O)NC2=NC=NC(=C2)NCC=2N=C1N(C=C(C=C1)C1CC1)C2)(C)O)F